para-tolylmagnesium bromide C1(=CC=C(C=C1)[Mg]Br)C